2-{[3-({2-[(2,4-dichlorophenoxy)methyl]pyridin-4-yl}methylidene)azetidin-1-yl]methyl}-1-{[(2S)-oxetan-2-yl]methyl}-1H-1,3-benzodiazole-6-carboxylic acid ClC1=C(OCC2=NC=CC(=C2)C=C2CN(C2)CC2=NC3=C(N2C[C@H]2OCC2)C=C(C=C3)C(=O)O)C=CC(=C1)Cl